6-((3-fluoropiperidin-4-yl)oxy)-3-isopropyl-N-(2-(trifluoromethoxy)benzyl)imidazo[1,2-b]pyridazin-8-amine FC1CNCCC1OC=1C=C(C=2N(N1)C(=CN2)C(C)C)NCC2=C(C=CC=C2)OC(F)(F)F